(4-(2-((3-amino-6-(2-hydroxyphenyl)pyridazin-4-yl)oxy)ethyl)phenyl)(4-(azetidin-3-yl)piperidin-1-yl)methanone NC=1N=NC(=CC1OCCC1=CC=C(C=C1)C(=O)N1CCC(CC1)C1CNC1)C1=C(C=CC=C1)O